FC=1C(=NC(=NC1)N[C@H]1[C@@H](COCC1)O)C=1C=C2C(=C(C(=NC2=CC1)C)CO)C(C)C (3S,4R)-4-((5-fluoro-4-(3-(hydroxymethyl)-4-isopropyl-2-methylquinolin-6-yl)pyrimidin-2-yl)amino)tetrahydro-2H-pyran-3-ol